4-(4-t-butoxycarbonyl-1-piperazinyl)phenylboronic acid pinacol ester C(C)(C)(C)OC(=O)N1CCN(CC1)C1=CC=C(C=C1)B1OC(C)(C)C(C)(C)O1